FC1=NC(=CC(=C1)C=1C(=NC=CC1)NC=1N(N=CC1)C)NN 2-fluoro-6-hydrazino-4-pyridyl-N-(2-methylpyrazol-3-yl)pyridine-2-amine